FC(C(C(C(C(C(O)(O)F)(F)F)(F)F)(F)F)(F)F)(CCC)F Undecafluorononandiol